ClC1=CC(=C(C=C1)COC1=NC2=CC(=CC=C2C=C1C(F)(F)F)CC1=NC2=C(N1C[C@H]1OCC1)C(=C(C=C2)C(=O)O)F)F 2-({2-[(4-chloro-2-fluorophenyl)methoxy]-3-(trifluoromethyl)quinolin-7-yl}methyl)-7-fluoro-1-{1-[(2S)-oxetan-2-yl]methyl}-1H-1,3-benzodiazole-6-carboxylic acid